COCC(C)C(C(=O)[O-])OC1=C(C=CC=C1)OC1=C(C=C(C(=C1)N1C(N(C(=CC1=O)C(F)(F)F)C)=O)F)Cl 1-methoxypropan-2-yl-(2-{2-chloro-4-fluoro-5-[3-methyl-2,6-dioxo-4-(trifluoromethyl)-3,6-dihydropyrimidin-1(2H)-yl]phenoxy}phenoxy)acetate